C(C)(C)(C)C=1C=C(C=C(C1OC)C(C)(C)C)P(C1=CC(=C(C(=C1)C(C)(C)C)OC)C(C)(C)C)C1C2(C3=CC=CC=C3C1)CC(OC1=CC=CC=C12)=O bis(3,5-di-tert-butyl-4-methoxyphenyl)phosphino-2',3'-dihydrospiro[chromane-4,1'-indene]-2-one